C1(CCCC1)C=1N(C(=C(C1C(=O)NC1=CC(=C(C=C1)F)C)C)C(C(=O)NC1(CCC(CC1)O)C)=O)C 2-cyclopentyl-N-(4-fluoro-3-methylphenyl)-5-(2-(((1s,4s)-4-hydroxy-1-methylcyclohexyl)amino)-2-oxoacetyl)-1,4-dimethyl-1H-pyrrole-3-carboxamide